C(CC(C)C)(=O)OCCCC butyl Isovalerate